C(C1=CC=CC=C1)N1CC=2C(=C(N=C(C2CC1)N1C[C@H]2CC[C@@H](C1)N2C(=O)OC(C)(C)C)OC[C@H]2N(CCC2)C)C#N tert-butyl (1r,5S)-3-(6-benzyl-4-cyano-3-(((S)-1-methylpyrrolidin-2-yl) methoxy)-5,6,7,8-tetrahydro-2,6-naphthyridin-1-yl)-3,8-diazabicyclo[3.2.1]octane-8-carboxylate